Phenyl-benzenesulfonamide C1(=CC=CC=C1)C1=C(C=CC=C1)S(=O)(=O)N